2-(1-(2-(3-(3-amino-6-(2-hydroxyphenyl)pyridazin-4-yl)-3,8-diazabicyclo-[3.2.1]octan-8-yl)pyrimidin-5-yl)piperidin-4-yl)-2-azaspiro[3.3]heptane-6-carboxylic acid NC=1N=NC(=CC1N1CC2CCC(C1)N2C2=NC=C(C=N2)N2CCC(CC2)N2CC1(C2)CC(C1)C(=O)O)C1=C(C=CC=C1)O